N-(4-amino-1-((2-(trimethylsilyl)ethoxy)methyl)-1H-pyrazolo[4,3-c]pyridin-7-yl)-2-((2R,5S)-5-methyl-2-(6-methylpyridin-3-yl)piperidin-1-yl)-2-oxoacetamide NC1=NC=C(C2=C1C=NN2COCC[Si](C)(C)C)NC(C(=O)N2[C@H](CC[C@@H](C2)C)C=2C=NC(=CC2)C)=O